6-((6-(morpholinomethyl)pyridin-3-yl)methyl)-2-oxobenzo[cd]indol O1CCN(CC1)CC1=CC=C(C=N1)CC=1C=2C3=C(C(NC3=CC1)=O)C=CC2